C(C)O[Si](CCCCCCCC)(OCC)OCC triethoxy(n-octyl)silane